C1ON2C(CCCC2)(C)O1 methylenedioxy-((2-methyl)-piperidine)